2-(2-(allyloxy)-1-phenylethyl)malononitrile C(C=C)OCC(C1=CC=CC=C1)C(C#N)C#N